C1(CCCCCCC1)C(C(=O)NC=1C=NC(=CC1)N1CCOCC1)NC(=O)C=1C(=NOC1)C N-(1-Cyclooctyl-2-{[6-(morpholin-4-yl)-pyridin-3-yl]amino}-2-oxoethyl)-3-methyl-isoxazole-4-carboxamide